C(N)(=N)C1=CC=C(C=C1)CN1CC2(C1)CC(C2)NC(=O)N2[C@@H](CN(C[C@@H]2C)C2=NC=C(C=N2)C(F)(F)F)C (2R,6S)-N-{2-[(4-carbamimidoylphenyl)methyl]-2-azaspiro[3.3]heptan-6-yl}-2,6-dimethyl-4-[5-(trifluoromethyl)pyrimidin-2-yl]piperazine-1-carboxamide